dimethyl-bicyclo[3.2.1]octane-2,4-dione CC1C(C2(CCC(C1=O)C2)C)=O